C1(CCC1)C1=C(C(=C2C=NC(=NN21)N[C@H]2[C@@H](CN(CC2)S(=O)(=O)C)F)F)C#N 7-cyclobutyl-5-fluoro-2-(((3R,4R)-3-fluoro-1-(methylsulfonyl)piperidin-4-yl)amino)pyrrolo[2,1-f][1,2,4]triazine-6-carbonitrile